tert-butyl (1R,5S)-1-{[(2H3)methyloxy]methyl}-3,8-diazabicyclo[3.2.1]octane-8-carboxylate C(OC[C@]12CNC[C@H](CC1)N2C(=O)OC(C)(C)C)([2H])([2H])[2H]